ClC=1C=C(CN2C3=C(OCC2=O)C=C(C=C3)NC(=O)NC3=CC=C2C=CNC2=C3)C=CC1OC(F)(F)F 1-(4-(3-chloro-4-(trifluoromethoxy)benzyl)-3-oxo-3,4-dihydro-2H-benzo[b][1,4]oxazin-7-yl)-3-(1H-indol-6-yl)urea